N1C=CC=2C1=NC=C(C2)C=O 1H-pyrrolo[2,3-B]pyridine-5-carbaldehyde